[N+](=[N-])=CC(CC[C@H](NC(CC[C@H](NC(CNC(OCC1C2=CC=CC=C2C=2C=CC=CC12)=O)=O)C(=O)OCC)=O)C(N[C@H](C(=O)OCC=C)CCC(C=[N+]=[N-])=O)=O)=O Allyl (8S,13S,16S)-13,16-bis(4-diazo-3-oxobutyl)-8-(ethoxycarbonyl)-1-(9H-fluoren-9-yl)-3,6,11,14-tetraoxo-2-oxa-4,7,12,15-tetraazaheptadecan-17-oate